{4-[2-oxo-2-(4-oxopiperidin-1-yl)ethyl]-1,3-thiazol-2-yl}carbamic acid tert-butyl ester C(C)(C)(C)OC(NC=1SC=C(N1)CC(N1CCC(CC1)=O)=O)=O